3-amino-1-((1R,3R,5S)-3-((6-(2-hydroxy-4-(1H-pyrazol-4-yl)phenyl)pyridazin-3-yl)oxy)-8-azabicyclo[3.2.1]octan-8-yl)propan-1-one NCCC(=O)N1[C@H]2CC(C[C@@H]1CC2)OC=2N=NC(=CC2)C2=C(C=C(C=C2)C=2C=NNC2)O